(S)-2-(1-(5-fluoro-4-methoxypyridin-2-yl)ethyl)-7-((2-(methylamino)-1H-imidazol-1-yl)methyl)-5-(pyrimidin-5-yl)-3,4-dihydroisoquinolin-1(2H)-one FC=1C(=CC(=NC1)[C@H](C)N1C(C2=CC(=CC(=C2CC1)C=1C=NC=NC1)CN1C(=NC=C1)NC)=O)OC